C(#N)C=1C=NC(=NC1)N[C@H](C(=O)O)CCN(CCCCC1=NC=2NCCCC2C=C1)C[C@@H](C)OC (S)-2-((5-cyanopyrimidin-2-yl)amino)-4-(((R)-2-methoxypropyl)(4-(5,6,7,8-tetrahydro-1,8-naphthyridin-2-yl)butyl)amino)butanoic acid